FC(CC(C(=O)O)O)(F)F 4,4,4-trifluoro-2-hydroxybutanoic acid